8-(3-methylpiperazin-1-yl)quinoxalin CC1CN(CCN1)C=1C=CC=C2N=CC=NC12